[N+](=O)([O-])C1=C(OCC(CO)O)C=CC=C1 3-(2-nitrophenoxy)propane-1,2-diol